FC=1C=C(C=CC1OC)C=1N=C2N(C(C1)=O)C=C(C=C2)N2C[C@@H]1CNC[C@@H]1C2 2-(3-Fluoro-4-methoxyphenyl)-7-[(3aR,6aS)-hexahydropyrrolo[3,4-c]pyrrol-2(1H)-yl]-4H-pyrido[1,2-a]pyrimidin-4-one